(3Z)-12,12-dipropoxy-3-dodecen-1-ol C(CC)OC(CCCCCCC\C=C/CCO)OCCC